tert-butyl 2-((4-(tert-butoxycarbonyl)piperazin-1-yl)methyl)-6-methoxy-9,9-dimethylacridine-10(9H)-carboxylate C(C)(C)(C)OC(=O)N1CCN(CC1)CC1=CC=2C(C3=CC=C(C=C3N(C2C=C1)C(=O)OC(C)(C)C)OC)(C)C